CNC1=CC=CC(=N1)OC1=CC=C(C=C1)C1=NOC(=N1)CC(C(=O)O)=C 2-((3-(4-((6-(methylamino)pyridin-2-yl)oxy)phenyl)-1,2,4-oxadiazol-5-yl)methyl)acrylic acid